3-((2-oxo-1,3-dioxolan-4-yl)oxy)propanenitrile O=C1OCC(O1)OCCC#N